C(C)(C)NC(=S)NC(C)C 1,3-diisopropylthiourea